(1R,4S,5S)-2-[5-(3-iodo-7-methyl-1H-indazol-1-yl)pyridin-2-yl]-2-azabicyclo[2.2.2]octane-5-carboxylic acid methyl ester COC(=O)[C@@H]1[C@H]2CN([C@@H](C1)CC2)C2=NC=C(C=C2)N2N=C(C1=CC=CC(=C21)C)I